3-(2,4-bis(trifluoromethyl)phenyl)-1-(but-2-ynyl)-7-fluoro-4,5-dihydro-1H-benzo[b]azepin-2(3H)-one FC(C1=C(C=CC(=C1)C(F)(F)F)C1CCC2=C(N(C1=O)CC#CC)C=CC(=C2)F)(F)F